ClC=1C=C(C=CC1F)N(C(=O)[C@H]1N(C([C@H]([C@H]1O)O)=O)C1=NC(=CC(=C1)C(F)(F)F)C)CC (2S,3S,4S)-N-(3-Chloro-4-fluoro-phenyl)-N-ethyl-3,4-dihydroxy-1-(6-methyl-4-(trifluoromethyl)pyridin-2-yl)-5-oxopyrrolidine-2-carboxamide